3-(4-((2R,6S)-4-acryloyl-6-methyl-1-(methylsulfonyl)piperazin-2-yl)-6-chloropyridin-2-yl)-N-methylbenzamide C(C=C)(=O)N1C[C@H](N([C@H](C1)C)S(=O)(=O)C)C1=CC(=NC(=C1)Cl)C=1C=C(C(=O)NC)C=CC1